(5R,8S)-N-(4-fluoro-2-(trifluoromethyl)benzyl)-8-hydroxy-5,6,7,8-tetra-hydroquinoline-5-carboxamide FC1=CC(=C(CNC(=O)[C@H]2C=3C=CC=NC3[C@H](CC2)O)C=C1)C(F)(F)F